C1CCC2=C(C=CC=C12)C1=C(C=C2C(=N1)C(=NN2)C=2C=NN(C2)C2CN(C2)C(C)=O)OC 1-(3-(4-(5-(2,3-dihydro-1H-inden-4-yl)-6-methoxy-1H-pyrazolo[4,3-b]pyridin-3-yl)-1H-pyrazol-1-yl)azetidin-1-yl)ethan-1-one